BrC=1C=C(C=C(C1)Br)C1=CC=C(C=C1)C(=O)[O-] 3',5'-dibromo-[1,1'-biphenyl]-4-carboxylate